(E)-3-(2-(4-(benzo[d][1,3]dioxol-5-ylmethyl)piperazin-1-yl)phenyl)-N-hydroxyacrylamide O1COC2=C1C=CC(=C2)CN2CCN(CC2)C2=C(C=CC=C2)/C=C/C(=O)NO